NC=1C2=C(N=CN1)N(C=C2C=2C=C(CCP(OCC)(OCC)=O)C=CC2)[C@@H]2C[C@@H](C2)CN2CCC2 diethyl 3-(4-amino-7-(cis-3-(azetidin-1-ylmethyl)cyclobutyl)-7H-pyrrolo[2,3-d]pyrimidin-5-yl)phenethylphosphonate